tert-butyl 4-[2-bromo-5-ethyl-7-oxo-4-({[5-(trifluoromethyl)bicyclo[4.2.0]octa-1(6),2,4-trien-2-yl]carbamoyl}methyl)-[1,2,4]triazolo[1,5-a]pyrimidin-6-yl]piperazine-1-carboxylate BrC1=NN2C(N(C(=C(C2=O)N2CCN(CC2)C(=O)OC(C)(C)C)CC)CC(NC=2C=3CCC3C(=CC2)C(F)(F)F)=O)=N1